butyl-1,1-dimethoxy-2-azasilacyclopentane C(CCC)N1[Si](CCC1)(OC)OC